FC1=NC(=CC=C1CC1(CN(CC1)C(=O)OC(C)(C)C)O)F tert-butyl 3-((2,6-difluoropyridin-3-yl) methyl)-3-hydroxypyrrolidine-1-carboxylate